C1(=CC=CC=C1)C1=C(C2=CC=CC=C2C(=C1)NS(=O)(=O)C1=CC=C(C=C1)OC)NS(=O)(=O)C1=CC=C(C=C1)OC N,N'-(2-Phenylnaphthalene-1,4-diyl)bis(4-methoxybenzenesulfonamide)